((5-(((6-amino-3-fluoropyridin-2-yl)methoxy)methyl)-3-(1-cyclopropyl-1H-1,2,4-triazol-3-yl)-2-methoxyphenyl)amino)-6-chloro-N-(methyl-d3)nicotinamide formate C(=O)O.NC1=CC=C(C(=N1)COCC=1C=C(C(=C(C1)NC1=C(C(=O)NC([2H])([2H])[2H])C=CC(=N1)Cl)OC)C1=NN(C=N1)C1CC1)F